tert-Butyl 3-(3-aminochroman-7-yl)-3,9-diazabicyclo[3.3.1]nonane-9-carboxylate NC1COC2=CC(=CC=C2C1)N1CC2CCCC(C1)N2C(=O)OC(C)(C)C